2-bromo-1-(3-fluorophenyl)ethyl ketone BrCC(C1=CC(=CC=C1)F)C(=O)C(CBr)C1=CC(=CC=C1)F